butyl-triazine C(CCC)C1=NN=NC=C1